N-(2,2-dimethoxyethyl)-N-methylcyclobutanecarboximidamide COC(CN(C(=N)C1CCC1)C)OC